2,3-dimethyl-1,4,7-trioxa-11,14-dioxa-3,8-diaza-heptadecane-17-carboxylic acid CC(O)N(OCCONCCOCCOCCCC(=O)O)C